epiminocyclohepta[d]pyridazine C=12NN=C(C=3C1C=CC=CC3)N2